C(C)(C)N(CCNC(C1=CN=C(C(=C1)NC1=NN(C2=NC(=NC=C21)NC=2C=NC=NC2)C)C)=O)C(C)C N-(2-(diisopropylamino)ethyl)-6-methyl-5-((1-methyl-6-(pyrimidin-5-ylamino)-1H-pyrazolo[3,4-d]pyrimidin-3-yl)amino)nicotinamide